9-anthraceneformaldehyde diphenylhydrazone C1(=CC=CC=C1)N(N=CC=1C2=CC=CC=C2C=C2C=CC=CC12)C1=CC=CC=C1